6-(6-(4-(3-(2,6-dioxopiperidin-3-yl)benzyl)piperazin-1-yl)pyridin-3-yl)-1-isopropyl-N-((6-methyl-2-oxo-4-propyl-1,2-dihydropyridin-3-yl)methyl)-1H-indazole-4-carboxamide O=C1NC(CCC1C=1C=C(CN2CCN(CC2)C2=CC=C(C=N2)C=2C=C(C=3C=NN(C3C2)C(C)C)C(=O)NCC=2C(NC(=CC2CCC)C)=O)C=CC1)=O